5-(2-((7-(8-ethyl-7-fluoro-3-hydroxynaphthalen-1-yl)-8-fluoro-2-(((2R,7aS)-2-fluorohexahydro-1H-pyrrolizin-7a-yl)methoxy)pyrido[4,3-d]pyrimidin-4-yl)amino)ethyl)imidazolidine-2,4-dione C(C)C=1C(=CC=C2C=C(C=C(C12)C1=C(C=2N=C(N=C(C2C=N1)NCCC1C(NC(N1)=O)=O)OC[C@]12CCCN2C[C@@H](C1)F)F)O)F